N1=C(C=CC=C1)C=1NC(=NN1)N 5-(pyridin-2-yl)-4H-1,2,4-triazol-3-amine